C1(CC1)C1=CC(=CC(=N1)N1C=NC2=C(C1=O)NC(=C2)CN(C)CCOC)C2=C(C=C(C=C2)F)C2=NN=CN2C 3-[6-cyclopropyl-4-[4-fluoro-2-(4-methyl-1,2,4-triazol-3-yl)phenyl]pyridin-2-yl]-6-[[2-methoxyethyl(methyl)amino]methyl]-5H-pyrrolo[3,2-d]pyrimidin-4-one